2-(3-(Methylsulfonyl)-4-((1-(oxetan-3-ylsulfonyl)piperidin-4-yl)methoxy)-benzyl)isoindoline CS(=O)(=O)C=1C=C(CN2CC3=CC=CC=C3C2)C=CC1OCC1CCN(CC1)S(=O)(=O)C1COC1